[N+](=O)([O-])C1=C(C(=O)NC=2C=CC3=C(C(=CO3)C3=CCN4CCCC4C3)C2)C=CC=C1 5-(2-nitrobenzoyl)amino-3-(1,2,3,4,5,8-hexahydroindolizin-7-yl)-benzofuran